2-(((3S,6S,7aS,8aR,9aR)-3-(3-(1,1-di-oxidothiomorpholino)azetidine-1-carbonyl)-5-oxodecahydro-1H-cyclopropa[d]pyrrolo[1,2-a]azocin-6-yl)carbamoyl)benzo[b]thiophen O=S1(CCN(CC1)C1CN(C1)C(=O)[C@@H]1CC[C@H]2N1C([C@H](C[C@H]1[C@@H](C2)C1)NC(=O)C1=CC2=C(S1)C=CC=C2)=O)=O